BrC=1C=C(C=CC1)N1C(CN(CC1)CCC1CCN(CC1)C1=C(C=C2CN(C(C2=C1)=O)C1C(NC(CC1)=O)=O)F)=O 3-(6-(4-(2-(4-(3-bromophenyl)-3-oxopiperazin-1-yl)ethyl)piperidin-1-yl)-5-fluoro-1-oxoisoindolin-2-yl)piperidine-2,6-dione